Cl.FC1(CNCCC1N1CCN(CC1)C1=C(C=C(NC2C(NC(CC2)=O)=O)C=C1)F)F 3-[4-[4-(3,3-Difluoro-4-piperidinyl)piperazin-1-yl]-3-fluoro-anilino]piperidine-2,6-dione hydrochloride